4-[6-(2-amino-1,1-difluoroethyl)pyridin-3-yl]-3-(5-cyclopropyl-2-methylpyrazol-3-yl)oxybenzonitrile NCC(F)(F)C1=CC=C(C=N1)C1=C(C=C(C#N)C=C1)OC=1N(N=C(C1)C1CC1)C